C(C1=CC=CC=C1)OC(=O)[C@H]1[C@@H](CC(C[C@@H]1C1=CC=C(C=C1)Br)=O)C(=O)O |r| rac-(1R,2R,3S)-2-((benzyloxy)carbonyl)-3-(4-bromophenyl)-5-oxocyclohexane-1-carboxylic acid